2-((7-(2-(4-chloro-2-fluorophenyl)-2-methylbenzo[d][1,3]dioxolan-4-yl)-1H-indol-4-yl)methyl)-1-(((S)-oxetan-2-yl)methyl)-1H-benzo[d]imidazole-6-carboxylic acid ClC1=CC(=C(C=C1)C1(OC2=C(O1)C=CC=C2C=2C=CC(=C1C=CNC21)CC2=NC1=C(N2C[C@H]2OCC2)C=C(C=C1)C(=O)O)C)F